3-methyl-2-(2-((1-methylpyrrolidin-3-yl)methyl)-2H-pyrazolo[3,4-b]pyrazin-6-yl)-5-(trifluoromethyl)phenol CC=1C(=C(C=C(C1)C(F)(F)F)O)C=1C=NC=2C(N1)=NN(C2)CC2CN(CC2)C